Chloroiridium Cl[Ir]